N-ethyl-4-fluoro-N-(2-(6-(2-hydroxypropan-2-yl)-5-methylpyridin-2-yl)cyclopropyl)-2-(2H-1,2,3-triazol-2-yl)benzamide methyl-(2R)-3-iodo-2-methyl-propanoate COC([C@H](CI)C)=O.C(C)N(C(C1=C(C=C(C=C1)F)N1N=CC=N1)=O)C1C(C1)C1=NC(=C(C=C1)C)C(C)(C)O